(E)-1-(4-Hydroxyphenyl)-3-(1H-indol-5-yl)prop-2-en-1-one OC1=CC=C(C=C1)C(\C=C\C=1C=C2C=CNC2=CC1)=O